C(C)OC1=CC=C(C=C1)CCC(=O)N1CCC(CC1)CC(=O)N[C@H](C(=O)OC)CC1=CC=C(C=C1)C Methyl (S)-2-(2-(1-(3-(4-ethoxyphenyl)propanoyl)piperidin-4-yl)acetamido)-3-(p-tolyl)propanoate